1,2,3,5,7-heptanepentol C(C(C(CC(CCO)O)O)O)O